C(C)(=O)OCCCCC pentanol acetate